(R)-6-(2-(3'-chloro-4'-fluoro-[1,1'-biphenyl]-3-yl)-2-hydroxyacetyl)-2-(1-phenylcyclopropyl)-3,5,6,7,8,9-hexahydro-4H-pyrimido[5,4-c]azepin-4-one ClC=1C=C(C=CC1F)C1=CC(=CC=C1)[C@H](C(=O)N1CC2=C(CCC1)N=C(NC2=O)C2(CC2)C2=CC=CC=C2)O